C(C)(C)(C)OC(=O)NC1=C(C=CC=C1)C1(C(C(NC2=NC(=CC=C12)OC(F)F)=O)C(=O)[O-])O 4-(((tert-butoxycarbonyl)amino)phenyl)-7-(difluoromethoxy)-4-hydroxy-2-oxo-1,2-dihydro-1,8-naphthyridine-3-carboxylate